O=C(C)O[Cu]OC(=O)C copper(II) diacetate